(±)-tert-butyl 3-(tosyloxy)pyrrolidine-1-carboxylate S(=O)(=O)(C1=CC=C(C)C=C1)O[C@H]1CN(CC1)C(=O)OC(C)(C)C |r|